Cl.C(C)OC(=O)C1CCN(CC1)CC1=C(C2=CC=C(C=C2CC1)OCC=1C=C2C(=NN(C2=CC1)C(C)C)Cl)Cl 1-[1-Chloro-6-(3-chloro-1-isopropyl-1H-indazol-5-ylmethoxy)-3,4-dihydro-naphthalen-2-ylmethyl]-piperidine-4-carboxylic acid ethyl ester hydrochloride